C12CNCC(CC1)N2C=2N(C(C1=C(N2)NC=C1C1=C(C2=CN(N=C2C=C1)CC)Cl)=O)C 2-(3,8-Diazabicyclo[3.2.1]oct-8-yl)-5-(4-chloro-2-ethyl-2H-indazol-5-yl)-3-methyl-3,7-dihydro-4H-pyrrolo[2,3-d]pyrimidin-4-one